20-(carboxymethyl)-6-methoxy-2,5,17-trimethyldocosa-2,4,8,10,14,18,20-heptaenedioic acid C(=O)(O)CC(C=CC(CC=CCCC=CC=CCC(C(=CC=C(C(=O)O)C)C)OC)C)=CC(=O)O